OCCC1=CC=C(OC2=CC=C3C(C(C=4C=CC=C2C43)=O)=O)C=C1 5-[4-(2-hydroxyethyl)phenoxy]acenaphthenequinone